NCC1=CC(=C(C(=C1)C(NC)=O)NC(=O)C1=CC2=C(OCCC3=C2SC=C3)C=C1C=1C(=NC(=CC1)C(NCCC)=O)C(=O)OC)C methyl 3-(9-((4-(aminomethyl)-2-methyl-6-(methylcarbamoyl)phenyl)carbamoyl)-4,5-dihydrobenzo[b]thieno[2,3-d]oxepin-8-yl)-6-(propylcarbamoyl)picolinate